N1=CS(C2=C1C=NC=N2)=O THIAZOLOPYRIMIDINONE